(R)-2-methyl-N-((R)-1-(6-methyl-2-morpholino-4-oxo-3,4-dihydroquinazolin-8-yl)ethyl)propane-2-sulfinamide CC(C)(C)[S@@](=O)N[C@H](C)C=1C=C(C=C2C(NC(=NC12)N1CCOCC1)=O)C